3-(2-(dimethylamino) ethyl)-1H-indol-4-yl propionate C(CC)(=O)OC1=C2C(=CNC2=CC=C1)CCN(C)C